6-(2-hydroxyethyl)-1-methyl-3-((8-(piperidin-1-yl)pyrido[3,4-d]pyrimidin-2-yl)amino)-5,6,7,8-tetrahydro-1,6-naphthyridin-2(1H)-one OCCN1CC=2C=C(C(N(C2CC1)C)=O)NC=1N=CC2=C(N1)C(=NC=C2)N2CCCCC2